N1=C(C=CC=C1)[C@@H](C)NC(=O)C1CNCCC1 piperidine-3-carboxylic acid ((R)-1-pyridin-2-yl-ethyl)-amide